triglyceryl trimellitate C(C=1C(C(=O)OCC(O)CO)=CC(C(=O)OCC(O)CO)=CC1)(=O)OCC(O)CO